NC1=NC(=CC(=N1)N1[C@@H](CCCCC1)C=1C=C(C(=O)NC)C=CC1OC)C (S)-3-[1-(2-amino-6-methyl-pyrimidin-4-yl)azepan-2-yl]-4-methoxy-N-methyl-benzamide